E-3-isopropyl-6-methylhepta-2,6-dienal C(C)(C)/C(=C/C=O)/CCC(=C)C